2-(2,6-dioxopiperidin-3-yl)-5-((5-(methylamino)pentyl)oxy)isoindoline-1,3-dione O=C1NC(CCC1N1C(C2=CC=C(C=C2C1=O)OCCCCCNC)=O)=O